ClC1=C(C=C(C=C1Cl)F)C1=C(C=CC2=CC=CC=C12)N (2,3-dichloro-5-fluorophenyl)naphthalene-2-amine